C(#N)C1=CC(=C(C(=O)OC)C=C1)C(F)F methyl 4-cyano-2-(difluoromethyl)benzoate